di(p-chlorophenyl)methylene(cyclopentadienyl)(2,7-diphenyl-3,6-ditert-butylfluorenyl)zirconium dichloride [Cl-].[Cl-].ClC1=CC=C(C=C1)C(=[Zr+2](C1=C(C(=CC=2C3=CC(=C(C=C3CC12)C1=CC=CC=C1)C(C)(C)C)C(C)(C)C)C1=CC=CC=C1)C1C=CC=C1)C1=CC=C(C=C1)Cl